OCCNCC1=CC=C(C=C1)C=1C(=C(C=CC1)C1=C(C(=CC=C1)C1=CC=2N(C=C1)C(=NN2)N2N=C(C=C2)C(=O)NCC(=O)OCC)C)C ethyl (1-(7-(4''-(((2-hydroxyethyl)amino)methyl)-2,2'-dimethyl-[1,1':3',1''-terphenyl]-3-yl)-[1,2,4]triazolo[4,3-a]pyridin-3-yl)-1H-pyrazole-3-carbonyl)glycinate